ClC=1C=CC2=C(C1)OC[C@@H]1CN(CC[C@H]12)C=1N=C(C2=C(N1)CC[S@]2=O)NC2(CCC2)CO (R)-2-((4aS,10bR)-8-chloro-1,4a,5,10b-tetrahydro-2H-chromeno[3,4-c]pyridin-3(4H)-yl)-4-((1-(hydroxymethyl)cyclobutyl)amino)-6,7-dihydrothieno[3,2-d]pyrimidine 5-oxide